Methyl (E)-2-(2-(2-bromo-4-(N-methylacetamido)phenyl)-2-methylhydrazono)propanoate BrC1=C(C=CC(=C1)N(C(C)=O)C)N(\N=C(\C(=O)OC)/C)C